C(C)OC1=CC=C(C=N1)CN 1-(6-ethoxypyridin-3-yl)methylamine